N-(spiro[2.5]octan-1-ylmethyl)-5-(5-(trifluoromethyl)nicotinamido)-1,2,3-thiadiazole-4-carboxamide C1(CC12CCCCC2)CNC(=O)C=2N=NSC2NC(C2=CN=CC(=C2)C(F)(F)F)=O